C(C)(C)OC=1C(=CC(=C(C1)C=1CC(NC(C1)(C)C)(C)C)C)[N+](=O)[O-] 4-(5-isopropoxy-2-methyl-4-nitrophenyl)-2,2,6,6-tetramethyl-1,2,3,6-tetrahydropyridine